4-ethyl-N-(6-(4-isopropyl-4H-1,2,4-triazol-3-yl)pyridin-2-yl)-1H-pyrrol-2-carboxamid C(C)C=1C=C(NC1)C(=O)NC1=NC(=CC=C1)C1=NN=CN1C(C)C